5-chloro-N-((3-chloro-4-fluorophenyl)(5-methyl-4-(methylsulfonyl)-1H-imidazol-2-yl)methyl)pyridin-2-amine ClC=1C=CC(=NC1)NC(C=1NC(=C(N1)S(=O)(=O)C)C)C1=CC(=C(C=C1)F)Cl